N1=C(C=CC(=C1)[C@@H](C(=O)NC1=NC=C(C(=C1)C1=CN=C2N1CC(C2)(C)C)Cl)C)C=2C=NC=CC2 (S)-2-([2,3'-bipyridine]-5-yl)-N-(5-chloro-4-(6,6-dimethyl-6,7-dihydro-5H-pyrrolo[1,2-a]imidazol-3-yl)pyridin-2-yl)Propionamide